1-(2,2,2-trifluoroethyl)-1H-indazole FC(CN1N=CC2=CC=CC=C12)(F)F